stannyl methylsulfonate CS(=O)(=O)O[SnH3]